C(#N)C=1C=C2C(=CNC2=CC1)CCCCN1CCN(CC1)C1=NC=C(C=N1)C=1SC(=C(N1)C)C(=O)OCC ethyl 2-(2-(4-(4-(5-cyano-1H-indol-3-yl)butyl)piperazin-1-yl)pyrimidin-5-yl)-4-methylthiazole-5-formate